6-((3-methyl-5-(1-methyl-1H-pyrazol-4-yl)-1-oxoisoindolin-2-yl)methyl)benzo[d]oxazol-2(3H)-one CC1N(C(C2=CC=C(C=C12)C=1C=NN(C1)C)=O)CC1=CC2=C(NC(O2)=O)C=C1